N-[(6-Amino-2-pyridyl)sulfonyl]-6-(1-cyclopropylethoxy)-5-fluoro-2-(2,2,4-trimethylpyrrolidin-1-yl)pyridin-3-carboxamid NC1=CC=CC(=N1)S(=O)(=O)NC(=O)C=1C(=NC(=C(C1)F)OC(C)C1CC1)N1C(CC(C1)C)(C)C